BrC1=CC(=C(CN2CCOC=3C=NC=4N=C(C=CC4C32)OC)C(=C1)F)F 1-(4-Bromo-2,6-difluorobenzyl)-8-methoxy-2,3-dihydro-1H-[1,4]oxazino[2,3-c][1,8]naphthyridine